ClC(=O)N1C[C@@H](CC1)NC(OC(C)(C)C)=O (R)-tert-Butyl 1-(chlorocarbonyl)pyrrolidin-3-ylcarbamate